FC1(CCC(CC1)[C@H](NC(=O)C=1C(=NOC1)CC)C=1OC2=C(N1)C=C(C=C2)CN2C(N[C@@H](C2)C(F)(F)F)=O)F N-((S)-(4,4-difluorocyclohexyl)(5-(((S)-2-oxo-4-(trifluoromethyl)imidazolidin-1-yl)methyl)benzo[d]oxazol-2-yl)methyl)-3-ethylisoxazole-4-carboxamide